(R)-4-(azepan-3-ylamino)-6-(4-(morpholinomethyl)phenyl)pyrido[3,2-d]pyrimidine-8-carboxamid N1C[C@@H](CCCC1)NC=1C2=C(N=CN1)C(=CC(=N2)C2=CC=C(C=C2)CN2CCOCC2)C(=O)N